BrC1=CC2=C(CNCCS2)C=C1 8-bromo-3,4-dihydrobenzo[f][1,4]thiazepine